N-(1-(3-chloro-phenyl)-2-hydroxy-ethyl)-1-(5-methyl-2-((1-methyl-piperidin-3-yl)-amino)pyrimidin-4-yl)-1H-pyrrole-3-carboxamide ClC=1C=C(C=CC1)C(CO)NC(=O)C1=CN(C=C1)C1=NC(=NC=C1C)NC1CN(CCC1)C